2-((2S)-4-(7-(8-ethynyl-3-hydroxynaphthalen-1-yl)-6,8-difluoro-2-(((2R,7aS)-2-fluorotetrahydro-1H-pyrrolizine-7a(5H)-yl)methoxy)quinazolin-4-yl)piperazin-2-yl)acetonitrile C(#C)C=1C=CC=C2C=C(C=C(C12)C1=C(C=C2C(=NC(=NC2=C1F)OC[C@]12CCCN2C[C@@H](C1)F)N1C[C@@H](NCC1)CC#N)F)O